methyl 4-benzyloxybenzofuran-6-carboxylate C(C1=CC=CC=C1)OC1=CC(=CC2=C1C=CO2)C(=O)OC